C(C=C)(=O)N1CCC(CC1)OC=1N=C2C(=NC1)NC=C2C(=O)NC[C@]2([C@H](CCCC2)F)O |&1:24| Racemic-2-[(1-acryloylpiperidin-4-yl)oxy]-N-{[(2S)-2-fluoro-1-hydroxycyclohexyl]methyl}-5H-pyrrolo[2,3-b]pyrazine-7-carboxamide